C(C1=CC=CC=C1)N1CC2(CCC(C1)N2S(=O)(=O)C2=CC(=C(C(=C2)F)OC2=CC=C(C=C2)Cl)F)C(=O)OCC ethyl 3-benzyl-8-((4-(4-chlorophenoxy)-3,5-difluorophenyl)-sulfonyl)-3,8-diazabicyclo[3.2.1]octane-1-carboxylate